ClC1=C(C=C(COC2=NC=C(C(=C2)OCC2=CC=C(C=C2)OC)C=2NC=C(C2)C(F)(F)F)C=C1)C(F)(F)F 2-((4-chloro-3-(trifluoromethyl)benzyl)oxy)-4-((4-methoxybenzyl)oxy)-5-(4-(trifluoromethyl)-1H-pyrrol-2-yl)pyridine